C1(=CC=CC=C1)C=1C(=C(C=2CC3=CC=CC=C3C2C1)N)C1=CC=CC=C1 (diphenylfluorenyl)amine